FC1=C2CN(C(C2=CC(=C1C(=O)N1CC2=NC(=CC=C2C1)NC)F)=O)C1C(NC(CC1)=O)=O 3-[4,6-difluoro-5-[2-(methylamino)-5,7-dihydropyrrolo[3,4-b]pyridine-6-carbonyl]-1-oxo-isoindolin-2-yl]piperidine-2,6-dione